FC(C1=CC=CC=2N=COC21)(F)F 7-(trifluoromethyl)benzo[d]Oxazole